COC=1C=CC=2N(C1)N=C(N2)C2=CN=C(C1=CN=C(C=C21)N)NC([2H])([2H])[2H] 4-(6-methoxy-[1,2,4]triazolo[1,5-a]pyridin-2-yl)N1-(methyl-d3)-2,7-naphthyridine-1,6-diamine